ClC=1C=C(C=CC1Cl)C1=CSC2=C1C(N(C=C2)CC(=O)N2CC(C2)(F)CC)=O 3-(3,4-dichlorophenyl)-5-(2-(3-ethyl-3-fluoroazetidin-1-yl)-2-oxoethyl)thieno[3,2-c]pyridin-4(5H)-one